(2R,3S)-3-cyclopropyl-aziridine-2-carboxylic acid C1(CC1)[C@H]1[C@@H](N1)C(=O)O